Cl.C(N)(=N)NC(CC1=C(C=CC=C1Cl)Cl)=O N-amidino-2-(2,6-dichlorophenyl)acetamide monohydrochloride